C(C(=C)C)(=O)[O-] (2s)-methacrylate